1-((2-(2,6-dioxopiperidin-3-yl)-1-oxoisoindolin-4-yl)oxy)-2-oxo-6,9,12,15-tetraoxa-3-azaheptadecane O=C1NC(CCC1N1C(C2=CC=CC(=C2C1)OCC(NCCOCCOCCOCCOCC)=O)=O)=O